ClC=1N=NC(=CC1)C1CC1 3-chloro-6-cyclopropylpyridazine